[Sb]=[Te].[Cu] copper antimony telluride